7-((3,4-Difluorobenzyl)oxy)-2-((S)-4,4-difluoropyrrolidine-2-carbonyl)-3,4,11,11a-tetrahydro-1H-pyrazino[1',2':3,4]imidazo[1,2-c]pyrimidin-9(2H)-one FC=1C=C(COC=2C=C3N(C(N2)=O)CC2N3CCN(C2)C(=O)[C@H]2NCC(C2)(F)F)C=CC1F